C(C1=CC=CC=C1)N1N=CC(=C1)C(CBr)=O 1-(1-Benzylpyrazol-4-yl)-2-bromo-ethanone